tert-butyl 4-(1-(5-(2-(((benzyloxy) carbonyl)(methyl)amino)ethyl)-6-bromo-3-((4-methoxybenzyl)amino) pyrazin-2-yl)-1,3-dioxopentan-2-yl)piperazine-1-carboxylate C(C1=CC=CC=C1)OC(=O)N(CCC=1N=C(C(=NC1Br)C(C(C(CC)=O)N1CCN(CC1)C(=O)OC(C)(C)C)=O)NCC1=CC=C(C=C1)OC)C